NC1=C(C=C(C=C1)N1[C@H]2CN([C@@H](C1)C2)C(=O)OC(C)(C)C)CC tert-butyl (1R,4R)-5-(4-amino-3-ethylphenyl)-2,5-diazabicyclo[2.2.1]heptane-2-carboxylate